3-iodo-4-methoxyaniline IC=1C=C(N)C=CC1OC